1-((4-(T-Butoxycarbonyl)phenyl)methylcarbamoyl)-5-(2-(dimethylamino)-N-methylacetamido)-3,4-dihydroisoquinoline-2(1H)-carboxylic acid tert-butyl ester C(C)(C)(C)OC(=O)N1C(C2=CC=CC(=C2CC1)N(C(CN(C)C)=O)C)C(NCC1=CC=C(C=C1)C(=O)OC(C)(C)C)=O